(S)-2-amino-3-(2-chloro-4-((4-(cyclopropylamino)-5-(trifluoromethyl)pyrimidin-2-yl)amino)-5-methoxyphenyl)propionic acid N[C@H](C(=O)O)CC1=C(C=C(C(=C1)OC)NC1=NC=C(C(=N1)NC1CC1)C(F)(F)F)Cl